O1C(=CC=C1)C=CC(=O)N[C@@H](CC1=CC=CC=C1)C(=O)NCC(=O)NCC(=O)O N-[3-(2-furyl)acryloyl]L-phenylalanyl-glycyl-glycine